C1(CC1)C(CO)NC1=NC(=NC=C1C=1OC(=NN1)C)C=1C(=C2C(=NC(C2=CC1)=O)C)C 4-((1-cyclopropyl-2-hydroxyethyl)amino)-5-(5-methyl-1,3,4-oxadiazol-2-yl)pyrimidin-2-yl-dimethyl-isoindol-1-one